4-[5-(1-hydroxy-1-methyl-ethyl)-2-[3-[methyl-(2-piperazin-1-ylethyl)amino]cyclobutoxy]phenyl]-6-methyl-1H-pyrrolo[2,3-c]pyridin OC(C)(C)C=1C=CC(=C(C1)C=1C=2C(=CN(C1)C)NCC2)OC2CC(C2)N(CCN2CCNCC2)C